Cl.NC=1C(=NON1)C(=NOCCCNC(=N)N)NC1=CC(=C(C=C1)Br)F 4-amino-N-(3-fluoro-4-bromophenyl)-N'-(3-guanidinopropoxy)-1,2,5-oxadiazole-3-carboxamidine hydrochloride